4-(3-methyl-1-oxo-4,5-dihydro-3H-isothiazol-1-yl)benzoic Acid CC1NS(CC1)(=O)C1=CC=C(C(=O)O)C=C1